N[C@@H](CCCCN)C(=O)N[C@@H](CCCNC(N)=N)C(=O)N[C@@H](CCC(N)=O)C(=O)O L-lysyl-L-arginyl-L-glutamine